3-((3-Chloro-4-(trifluoromethoxy)benzyl)amino)-N-(3-((6-(pyridin-4-yl)-1H-indazol-4-yl)amino)propyl)propanamide ClC=1C=C(CNCCC(=O)NCCCNC2=C3C=NNC3=CC(=C2)C2=CC=NC=C2)C=CC1OC(F)(F)F